3-((4-(4-((1-(4-amino-5-methoxy-2-(1-methyl-1H-pyrazol-4-yl)phenyl)piperidin-4-yl)methyl)piperazin-1-yl)-3-fluorophenyl)amino)piperidine-2,6-dione NC1=CC(=C(C=C1OC)N1CCC(CC1)CN1CCN(CC1)C1=C(C=C(C=C1)NC1C(NC(CC1)=O)=O)F)C=1C=NN(C1)C